C(CCCCCC)OC1=CC(=C2C=CC=3C(=CC(=C4C=CC1=C2C34)S(=O)(=O)O)S(=O)(=O)O)S(=O)(=O)O 1-heptyloxy-pyrene-3,6,8-trisulfonic acid